octyl-3,5-di-tert-butyl-4-methoxy-hydrocinnamate C(CCCCCCC)OC(CCC1=CC(=C(C(=C1)C(C)(C)C)OC)C(C)(C)C)=O